rac-Ethyl (1S,2S)-1-cyano-2-fluorocyclopropane-1-carboxylate C(#N)[C@]1([C@H](C1)F)C(=O)OCC |r|